{6-[5-(chloromethyl)-1,3,4-oxadiazol-2-yl]-1,2-diazin-3-yl}tetrahydropyrrole-1-carboxylic acid 2-methylpropan-2-yl ester CC(C)(C)OC(=O)N1C(CCC1)C=1N=NC(=CC1)C=1OC(=NN1)CCl